C(CCC)(=O)[O-] butanate